ClC1=C(C(=C(C=2CN3[C@@H](COC21)CN(CC3)C(=O)OC(C)(C)C)F)F)C3=C(C=CC=C3O)Cl Tert-butyl (12aR)-10-chloro-9-(2-chloro-6-hydroxyphenyl)-7,8-difluoro-3,4,12,12a-tetrahydro-6H-pyrazino[2,1-c][1,4]benzoxazepine-2(1H)-carboxylate